C(C1=CC=CC=C1)N1N=NC2=C1NC(N(C2)C2CCN(CC2)C2=C(C=CC=C2C)F)=O 3-Benzyl-6-[1-(2-fluoro-6-methyl-phenyl)-piperidin-4-yl]-3,4,6,7-tetrahydro-[1,2,3]triazolo[4,5-d]pyrimidin-5-one